C(C)NC(=O)NC1=NSC(=C1)CC1CCN(CC1)C=1C(=NC(=CC1)C=1NC=CN1)F 1-ethyl-3-(5-((1-(2-fluoro-6-(1H-imidazol-2-yl)pyridin-3-yl)piperidin-4-yl)methyl)isothiazol-3-yl)urea